NC1=CC(=C(C(=N1)C1=C(C=2N=C(N=C(C2C=N1)N1CC(CCC1)C)OC[C@]12CCCN2C[C@@H](C1)F)F)C(F)(F)F)C 1-(7-(6-amino-4-methyl-3-(trifluoromethyl)pyridin-2-yl)-8-fluoro-2-(((2R,7aS)-2-fluorohexahydro-1H-pyrrolizin-7a-yl)methoxy)pyrido[4,3-d]pyrimidin-4-yl)-3-methylpiperidin